C(C)OC=1C(=CC2=CN(N=C2C1)C)C(=O)NC=1N=CC(=NC1)N1CC(N(CC1)C(=O)OC(C)(C)C)(C)C tert-butyl 4-(5-(6-ethoxy-2-methyl-2H-indazole-5-carboxamido)pyrazin-2-yl)-2,2-dimethylpiperazine-1-carboxylate